C(C1=CC=CC=C1)OC1=C(C(=CC=C1)C)B1OC(C(O1)(C)C)(C)C 2-(2-benzyloxy-6-methyl-phenyl)-4,4,5,5-tetramethyl-1,3,2-dioxaborolane